6-(5-chloro-2-methoxyphenyl)-N-[(2,4-dimethoxyphenyl)methyl]Phthalazin-1-amine ClC=1C=CC(=C(C1)C=1C=C2C=NN=C(C2=CC1)NCC1=C(C=C(C=C1)OC)OC)OC